C(O)(O)=O.C(C)N(CC)CC triethylamine hydrogencarbonate